(3-((tert-butyldiphenylsilyl)methoxy)-2-hydroxypropyl)carbamic acid tert-butyl ester C(C)(C)(C)OC(NCC(COC[Si](C1=CC=CC=C1)(C1=CC=CC=C1)C(C)(C)C)O)=O